4-(((R)-2-hydroxypropyl)sulfonamido)-N-(2-((R)-2-methylmorpholino)pyrimidin-4-yl)-2-(6-azaspiro[2.5]octan-6-yl)benzamide O[C@@H](CS(=O)(=O)NC1=CC(=C(C(=O)NC2=NC(=NC=C2)N2C[C@H](OCC2)C)C=C1)N1CCC2(CC2)CC1)C